CC1=NN2C(N=C(C(=C2C)O[C@H]2CN(CC2)C2=CC=C(C=C2)C2=CC=C(N=N2)CN2CCOCC2)C)=N1 4-[[6-[4-[(3R)-3-[(2,5,7-trimethyl-[1,2,4]triazolo[1,5-a]pyrimidin-6-yl)oxy]pyrrolidin-1-yl]phenyl]pyridazin-3-yl]methyl]morpholine